1-(4-(4-(5-chloro-6-methyl-1H-indazol-4-yl)-7-(((S)-1-methylpyrrolidin-2-yl)methoxy)-2,3-dihydrofuro[2,3-f]quinazolin-9-yl)piperazin-1-yl)prop-2-en-1-one ClC=1C(=C2C=NNC2=CC1C)C1=C2C(=C3C(=NC(=NC3=C1)OC[C@H]1N(CCC1)C)N1CCN(CC1)C(C=C)=O)OCC2